C1(CC1)C(C)N1C(C=2C(=NC(=CC2C1)C1=CN=C(S1)NC(C)=O)N1CCOCC1)=O N-(5-(2-(1-cyclopropylethyl)-4-morpholino-3-oxo-2,3-dihydro-1H-pyrrolo[3,4-c]pyridin-6-yl)thiazol-2-yl)acetamide